NCCOCCNC(C1=C(C=C(C=C1C)NC=1C=2N(C=CN1)C(=CN2)C=2C(=NN(C2)CC=C)C(F)(F)F)F)=O N-[2-(2-aminoethoxy)ethyl]-2-fluoro-6-methyl-4-[[3-[1-prop-2-enyl-3-(trifluoromethyl)pyrazol-4-yl]imidazo[1,2-a]pyrazin-8-yl]amino]benzamide